COC1(COC1)CN1N=CC2=CC=C(C=C12)CO 1-((3-Methyloxyoxetan-3-yl)methyl)-1H-indazole-6-methanol